3-(((10S)-7-((3R)-3-(2,5-Difluorophenyl)-1-imino-1-oxido-1λ5-thiomorpholine-4-carbonyl)-10-hydroxy-7-azaspiro[4.5]decan-1-yl)methyl)-6-phenylpyrimidin-4(3H)-one FC1=C(C=C(C=C1)F)[C@H]1N(CC[S](C1)([O-])=N)C(=O)N1CC2(CCCC2CN2C=NC(=CC2=O)C2=CC=CC=C2)[C@H](CC1)O